(4-{6-[2-(5-Chloro-7-methoxy-2-methyl-benzofuran-3-yl)-ethylamino]-pyrimidin-4-yl}-2-ethoxy-phenoxy)-acetic acid ClC=1C=C(C2=C(C(=C(O2)C)CCNC2=CC(=NC=N2)C2=CC(=C(OCC(=O)O)C=C2)OCC)C1)OC